BrC=1C=C(C(=O)O)C(=CN1)OCC1CC1 2-Bromo-5-(cyclopropylmethoxy)isonicotinic acid